C(C=1C(O)=CC=CC1)(=O)[O-].[Cu+2].C(C=1C(O)=CC=CC1)(=O)[O-] copper salicylate